1-((6-cyclopropylimidazo[1,2-a]pyridin-2-yl)methyl)-N-((2,3-dihydro-1H-pyrrolo[2,3-c]pyridin-5-yl)methyl)-1H-1,2,3-triazole-4-carboxamide C1(CC1)C=1C=CC=2N(C1)C=C(N2)CN2N=NC(=C2)C(=O)NCC=2C=C1C(=CN2)NCC1